OC1N(CCC12CCCCC2)C(=O)OC(C)(C)C tert-butyl 1-hydroxy-2-azaspiro[4.5]decane-2-carboxylate